methyl-2-bromopropionate COC(C(C)Br)=O